FC=1C=C(C=CC1F)N1C2CN(CC1CC2)C(=O)C2=CC(NC1=CC=C(C=C21)C)=O 4-(8-(3,4-difluorophenyl)-3,8-diazabicyclo[3.2.1]octane-3-carbonyl)-6-methylquinolin-2(1H)-one